(3-(3-bromophenyl)-3H-imidazo[4,5-b]pyridin-6-yl)-1-fluoropropane-2-ol BrC=1C=C(C=CC1)N1C=NC=2C1=NC=C(C2)C(C(C)O)F